FC=1C=CC(=NC1)[C@@H]1[C@H](CC1)C=1NC(C2=C(N1)N(N=C2C#N)[C@H](C)C=2C=NC(=CC2)C(F)(F)F)=O 6-((1S,2S)-2-(5-Fluoropyridin-2-yl)cyclobutyl)-4-oxo-1-((R)-1-(6-(trifluoromethyl)pyridin-3-yl)ethyl)-4,5-dihydro-1H-pyrazolo[3,4-d]pyrimidin-3-carbonitril